6-bromobenzo[c]phenanthridine BrC=1N=C2C3=C(C=CC2=C2C=CC=CC12)C=CC=C3